4-methyl-4-nonyl-gamma-butyrolactone CC1(CCC(=O)O1)CCCCCCCCC